4-nitrobenzohydrazide-2,6-d2 [N+](=O)([O-])C=1C=C(C(C(=O)NN)=C(C1)[2H])[2H]